4-bromo-1-methyl-3-nitro-pyridin-2-one BrC1=C(C(N(C=C1)C)=O)[N+](=O)[O-]